C(C=C)C=1C=C(C=CC1)C[C@H](C(=O)OC(C)(C)C)[C@@H]1CN(CC1)C(=O)OC(C)(C)C tert-butyl (R)-3-((S)-3-(3-allylphenyl)-1-(tert-butoxy)-1-oxopropane-2-yl)pyrrolidine-1-carboxylate